4-iodo-3-methyl-1-(1-methyl-1H-imidazole-2-carboxamido)-1H-pyrrole-2-carboxylic acid IC=1C(=C(N(C1)NC(=O)C=1N(C=CN1)C)C(=O)O)C